C(C=C)(=O)O.C(C=C)(=O)O.C(C=C)(=O)O.OCCN1C(N(C(N(C1=O)CCO)=O)CCO)=O tri-(2-hydroxyethyl)isocyanuric acid triacrylate